CNC(C1=NC(=C(C=C1)N1C(CN(CC1)CC1=CC=2NC(N(C(C2S1)=O)C)=O)C)C)=O N,6-dimethyl-5-(2-methyl-4-((3-methyl-2,4-dioxo-1,2,3,4-tetrahydrothieno[3,2-d]pyrimidin-6-yl)methyl)piperazin-1-yl)picolinamide